O=C1N(NC2=CC(=CC=C12)C1CCN(CC1)CC1=C2C=CC=NC2=CC=C1)C1C(NC(CC1)=O)=O 3-(3-oxo-6-(1-(quinolin-5-ylmethyl)piperidin-4-yl)-1,3-dihydro-2H-indazol-2-yl)piperidine-2,6-dione